N-ethyl-N,N-dimethyl-3-(1-methyl-4-(1-methyl-4-nitro-1H-pyrrole-2-carboxamido)-1H-pyrrole-2-carboxamido)propan-1-aminium bromide [Br-].C(C)[N+](CCCNC(=O)C=1N(C=C(C1)NC(=O)C=1N(C=C(C1)[N+](=O)[O-])C)C)(C)C